COC=1C=C(C=CC1OC)NC(CCNC(OC(C)(C)C)=O)=O tert-butyl (3-((3,4-dimethoxyphenyl)amino)-3-oxopropyl)carbamate